C(#N)C1=C(C(=CC=C1)C1CC1)N(C(=O)OC(C)(C)C)C(=O)OC(C)(C)C di-tert-butyl (2-cyano-6-cyclopropylphenyl)-2-imidodicarbonate